1-[(6-benzyl-9-tetrahydropyran-2-yl-purin-8-yl)methyl]-3-nitro-pyridin-2-one C(C1=CC=CC=C1)C1=C2N=C(N(C2=NC=N1)C1OCCCC1)CN1C(C(=CC=C1)[N+](=O)[O-])=O